C(C)OC(CN1N=C2C(=C(C=CC2=C1)Br)F)=O 2-(6-bromo-7-fluoro-2H-indazol-2-yl)acetic acid ethyl ester